Cl.C(C)(C)(C)C1=CC=C(C=C1)[C@H](C)N (S)-1-(4-(tert-butyl)phenyl)ethanamine hydrochloride